2,3'-dihydroxyacetophenone OCC(=O)C1=CC(=CC=C1)O